(S)-3-cyclopropyl-N1-((4-(6-ethyl-5-iodopyridin-2-yl)-1-methyl-1H-1,2,3-triazol-5-yl)methyl)propane-1,2-diamine C1(CC1)C[C@@H](CNCC1=C(N=NN1C)C1=NC(=C(C=C1)I)CC)N